OC(C(C(CO)O)O)C1=NC(=CN=C1)CC(C(CO)O)O 2-(1',2',3',4'-tetrahydroxybutyl)-6-(2',3',4'-trihydroxybutyl)-pyrazine